(2S,4S)-4-fluoro-1-[2-[4-[(2-oxochromen-4-yl)amino]-1-piperidyl]acetyl]pyrrolidine-2-carbonitrile F[C@H]1C[C@H](N(C1)C(CN1CCC(CC1)NC1=CC(OC2=CC=CC=C12)=O)=O)C#N